N1(C=CC=C1)C1=CC(=NC=C1)O[C@H]1CN(CC1)C1=C(C(NN=C1)=O)Cl (R)-5-(3-((4-(1H-pyrrol-1-yl)pyridin-2-yl)oxy)pyrrolidin-1-yl)-4-chloropyridazin-3(2H)-one